5-(1-(methylsulfonyl)cyclopropyl)-1,3,4-thiadiazol-2-amine CS(=O)(=O)C1(CC1)C1=NN=C(S1)N